OC(CCCCCCCCCC(=O)O)CCC(CC=CCCCC)O 11,14-Dihydroxy-heneicos-16-enoic acid